6-[3-(dibenzothiophen-4-yl)phenyl]Dibenzo[f,h]quinoxaline C1=CC=C(C=2SC3=C(C21)C=CC=C3)C=3C=C(C=CC3)C=3C=CC=2C(=C1N=CC=NC1=C1C2C=CC=C1)C3